5-[3-[1-[3,6-dimethyl-4-oxo-2-(1-piperidyl)chromen-8-yl]ethylamino]-2-pyridyl]-2-(4,4,5,5-tetramethyl-1,3,2-dioxaborolan-2-yl)benzaldehyde CC1=C(OC2=C(C=C(C=C2C1=O)C)C(C)NC=1C(=NC=CC1)C=1C=CC(=C(C=O)C1)B1OC(C(O1)(C)C)(C)C)N1CCCCC1